methoxy-N-(5-methyl-1H-pyrazol-3-yl)-6-(4-methylpiperazin-1-yl)pyrimidin-4-amine COC1=NC(=CC(=N1)NC1=NNC(=C1)C)N1CCN(CC1)C